[Na+].[Na+].C(C)N(OS(=O)(=O)[O-])CC.C(C)N(OS(=O)(=O)[O-])CC N,N-diethyl-sulfohydroxylamine disodium salt